2'-O-methyl-N'-methylpseudouridine CO[C@H]1[C@@H](O[C@@H]([C@H]1O)CO)C1=CNC(=O)N(C1=O)C